CC(CO[Si](C)(C)C(C)(C)C)=CCCl (2-methyl-4-chloro-2-butenyloxy)-tert-butyl-dimethylsilane